1-(3,5-dimethoxyphenyl)propan-2-one COC=1C=C(C=C(C1)OC)CC(C)=O